ethyl-cinnamic acid C(C)C(C(=O)O)=CC1=CC=CC=C1